OC1C(C(CC(C1O)C)OC(CC(=O)OC(CC(=O)O)CCCCCCC)CCCCCCC)OC1CC(C(C(C1O)O)O)OC 3-[3-[4,5-dihydroxy-6-methyl-3-(3,4,5-trihydroxy-6-methyl-oxy-cyclohex-2-yl)oxy-cyclohex-2-yl]oxy-decanoyloxy]decanoic acid